CC1=C(C(=NO1)OC[C@H]1CNCCO1)C1=CC=2N(C=C1)N=C(C2)NC(=O)C2CC2 N-[5-[5-methyl-3-[[(2R)-morpholin-2-yl]methoxy]isoxazol-4-yl]pyrazolo[1,5-a]pyridin-2-yl]cyclopropanecarboxamide